4-(6-chloro-4-(1-phenylcyclopropyl)pyridin-2-yl)morpholine ClC1=CC(=CC(=N1)N1CCOCC1)C1(CC1)C1=CC=CC=C1